BrC1=C2C(C(N(C2=C(C=C1)Cl)C)=O)=O 4-Bromo-7-chloro-1-methyl-indoline-2,3-dione